triazolo[1,5-a]pyrazine-3-carboxylic acid N1=NC(=C2N1C=CN=C2)C(=O)O